S([O-])(O)=O.[Na+].CCCCCCCCCCCC dodecane sodium bisulfite